2-(difluoromethyl)-5-(6-((4-(1-methyl-1H-pyrazol-5-yl)phenoxy)methyl)pyridin-3-yl)-1,3,4-oxadiazole FC(C=1OC(=NN1)C=1C=NC(=CC1)COC1=CC=C(C=C1)C1=CC=NN1C)F